tris(3,5-bis(3-pyridyl)phenyl)-2-methylpyrimidine N1=CC(=CC=C1)C=1C=C(C=C(C1)C=1C=NC=CC1)C1=C(C(=NC(=N1)C)C1=CC(=CC(=C1)C=1C=NC=CC1)C=1C=NC=CC1)C1=CC(=CC(=C1)C=1C=NC=CC1)C=1C=NC=CC1